4-benzoylamino-2-(3-chlorophenyl)butanoic acid C(C1=CC=CC=C1)(=O)NCCC(C(=O)O)C1=CC(=CC=C1)Cl